N-(1-benzyl-2-oxopiperidin-4-yl)-3-[6-(4-methylpiperazin-1-yl)-[1,2,4]triazolo[4,3-b]pyridazin-3-yl]propanamide C(C1=CC=CC=C1)N1C(CC(CC1)NC(CCC1=NN=C2N1N=C(C=C2)N2CCN(CC2)C)=O)=O